C(C)(C)(C)OC(=O)N1CCC(CC1)C1=NC=C(C=C1F)NC=1C(=NC(=CC1)OCC1=CC=CC=C1)OCC1=CC=CC=C1 4-[5-[(2,6-dibenzyloxy-3-pyridyl)amino]-3-fluoro-2-pyridyl]piperidine-1-carboxylic acid tert-butyl ester